C(CC(C)C)N1N=CC(=C1)C=1C=C(C2=C(N(N=C2C1)C)C=1C=C2[C@H](CNC(C2=C(C1)OC)=O)C)C#N |o1:23| 6-(1-isopentylpyrazol-4-yl)-2-methyl-3-[rel-(4R)-8-methoxy-4-methyl-1-oxo-3,4-dihydro-2H-isoquinolin-6-yl]indazole-4-carbonitrile